tert-butyl 4-(2,3,4-trichloro-6-methoxyphenyl)piperidine-1-carboxylate ClC1=C(C(=CC(=C1Cl)Cl)OC)C1CCN(CC1)C(=O)OC(C)(C)C